N-[4-[8-amino-6-methyl-3-(trideuteriomethyl)imidazo[1,5-a]pyrazin-1-yl]-3-fluoro-phenyl]-2-(3-chlorophenyl)-2-hydroxy-acetamide NC=1C=2N(C=C(N1)C)C(=NC2C2=C(C=C(C=C2)NC(C(O)C2=CC(=CC=C2)Cl)=O)F)C([2H])([2H])[2H]